[F].[C].C(C)(=O)C1=NC=CC(=N1)COC1=CC=C(C=C1)C(C)(C)C1=CC=C(OCC2CN(CCC2)C=2C=C3C(N(C(C3=CC2)=O)C2C(NC(CC2)=O)=O)=O)C=C1 5-(3-((4-(2-(4-(2-acetylpyrimidin-4-yl)methoxyphenyl)propan-2-yl)phenoxy)methyl)piperidin-1-yl)-2-(2,6-dioxopiperidin-3-yl)isoindolin-1,3-dione carbon fluorine